FC=1C=C2C(CC(C2=CC1F)=C(C#N)C#N)=O (5,6-difluoro-3-oxo-2,3-dihydro-1H-inden-1-ylidene)malononitrile